ClC1=NC=C2C(=N1)N(C(N(C2)C=2C(=NOC2C)C)=O)C2=NC=C(C=C2)OC 7-chloro-3-(3,5-dimethylisoxazol-4-yl)-1-(5-methoxypyridin-2-yl)-3,4-dihydropyrimido[4,5-d]pyrimidin-2(1H)-one